C1=C(C=CC2=CC=CC=C12)C1=C(C(=CC=C1)C(C)(C1=CC=CC=C1)C)O 2-(2-naphthyl)-6-(1-methyl-1-phenylethyl)phenol